(S)-3-((2-(2,6-difluoro-4-(methylcarbamoyl)phenyl)-7-methylimidazo[1,2-a]pyridin-3-yl)methyl)piperidine-1-carboxylic acid methyl ester COC(=O)N1C[C@@H](CCC1)CC1=C(N=C2N1C=CC(=C2)C)C2=C(C=C(C=C2F)C(NC)=O)F